tert-butyl 4-(difluoromethylene)-2-(3-fluoro-4-(4,4,5,5-tetramethyl-1,3,2-dioxaborolan-2-yl)phenyl)pyrrolidine-1-carboxylate FC(=C1CC(N(C1)C(=O)OC(C)(C)C)C1=CC(=C(C=C1)B1OC(C(O1)(C)C)(C)C)F)F